1-(2-(2-fluoroethoxy)ethyl)-1H-indazole-5-carbaldehyde FCCOCCN1N=CC2=CC(=CC=C12)C=O